(2S,3R,4R)-1-acetyl-2-cyclopropyl-3-methyl-4-(pyrimidin-2-ylamino)-1,2,3,4-tetrahydroquinoline-6-carboxamide C(C)(=O)N1[C@H]([C@@H]([C@H](C2=CC(=CC=C12)C(=O)N)NC1=NC=CC=N1)C)C1CC1